BrC1=CC=C(C=C1)C1=NN2C(NC=C(C2=N1)C)=O 2-(4-bromophenyl)-8-methyl[1,2,4]triazolo[1,5-c]pyrimidin-5(6H)-one